ClC=1C=C2C(=CN=C(C2=CN1)O[C@@H]1C[C@@H](C1)S(=O)(=O)C)[C@](C)(CC)O (S)-2-(6-chloro-1-(cis-3-(methylsulfonyl)cyclobutoxy)-2,7-naphthyridin-4-yl)butan-2-ol